N-(1-(2,2-di((Z)-dec-4-en-1-yl)hydrazino)-1-oxododecan-3-yl)-N-(3-(dimethylamino)-propyl)decanoamide tri(4-tertiarypentylphenyl)phosphite C(C)(C)(CC)C1=CC=C(C=C1)OP(OC1=CC=C(C=C1)C(C)(C)CC)OC1=CC=C(C=C1)C(C)(C)CC.C(CC\C=C/CCCCC)N(NC(CC(CCCCCCCCC)N(C(CCCCCCCCC)=O)CCCN(C)C)=O)CCC\C=C/CCCCC